1-t-butyl 2-methyl (2S,4R)-4-(methanesulfonyloxy)pyrrolidine-1,2-dicarboxylate CS(=O)(=O)O[C@@H]1C[C@H](N(C1)C(=O)OC(C)(C)C)C(=O)OC